C=1N=CN2C1C1=CC=CC=C1C2C2CN(CCC2)S(=O)(=O)N 3-(5H-imidazo[5,1-a]isoindol-5-yl)piperidine-1-sulfonamide